4-methoxy-6-nitro-1H-benzo[d]imidazol-2(3H)-one COC1=CC(=CC=2NC(NC21)=O)[N+](=O)[O-]